4-methyl-α-pyrrolidino-hexanophenone CC(CC(C(=O)C1=CC=CC=C1)N1CCCC1)CC